5-[4-(3,3-difluoro-4,4-dimethyl-pyrrolidin-1-yl)pyrazolo[3,4-c]pyridine-2-yl]-1H-pyrimidine-2,4-dione FC1(CN(CC1(C)C)C=1C=2C(C=NC1)=NN(C2)C=2C(NC(NC2)=O)=O)F